1-(2,4-difluorobenzyl)-6-bromopyrido[2,3-d]pyrimidine-2,4(1h,3h)-dione FC1=C(CN2C(NC(C3=C2N=CC(=C3)Br)=O)=O)C=CC(=C1)F